CC1=C2C=C(N(C2=CC=C1CN1CCC2(CN(C2)C2=CN=NC3=CC=C(C=C23)CC(F)(F)F)CC1)CC(C)N1CCN(CC1)S(=O)(=O)C)C#N 4-methyl-1-[2-(4-methyl-sulfonylpiperazin-1-yl)propyl]-5-[[2-[6-(2,2,2-trifluoroethyl)cinnolin-4-yl]-2,7-diazaspiro[3.5]nonan-7-yl]methyl]indole-2-carbonitrile